Diethyl (2-chloro-2-oxoethyl) phosphate P(=O)(OCC)(OCC)OCC(=O)Cl